N1-(2-(4-methoxyphenyl)quinolin-4-yl)-N3-methylpropane-1,3-diamine COC1=CC=C(C=C1)C1=NC2=CC=CC=C2C(=C1)NCCCNC